FC1=C(OC2=CC=NC3=CC(=C(C=C23)OC2(CC2)C)OC)C(=CC(=C1)[N+](=O)[O-])F 4-(2,6-difluoro-4-nitrophenoxy)-7-methoxy-6-(1-methylcyclopropoxy)-quinoline